BrC1=C(C=C(C(=C1)F)OCC1=CC(=C(C=C1)F)F)F 1-bromo-4-((3,4-difluorobenzyl)oxy)-2,5-difluorobenzene